N-(4-(4-amino-1-methyl-7-(1-(pyrrolidin-2-ylmethyl)-1H-pyrazol-4-yl)-1H-pyrazolo[4,3-c]pyridin-3-yl)-2-((S)-1-(4-fluorophenyl)ethoxy)phenyl)-1,1-difluoromethane-sulfonamide NC1=NC=C(C2=C1C(=NN2C)C2=CC(=C(C=C2)NS(=O)(=O)C(F)F)O[C@@H](C)C2=CC=C(C=C2)F)C=2C=NN(C2)CC2NCCC2